N-(4-iodophenyl)pivaloamide IC1=CC=C(C=C1)NC(C(C)(C)C)=O